N1-(6-(4H-1,2,4-triazol-4-yl)-1H-indazol-4-yl)-N3-methylpropane-1,3-diamine N=1N=CN(C1)C1=CC(=C2C=NNC2=C1)NCCCNC